O=C1C=CC(=CN1CC(F)(F)F)C(=O)O 6-oxo-1-(2,2,2-trifluoroethyl)-1,6-dihydropyridine-3-carboxylic acid